2-((3-fluoro-4-methoxyphenyl)amino)-N-(4-phenylpyridin-3-yl)pyrimidine-4-carboxamide FC=1C=C(C=CC1OC)NC1=NC=CC(=N1)C(=O)NC=1C=NC=CC1C1=CC=CC=C1